(2-methyl-3-oxocyclopent-1-en-1-yl)acetamide CC1=C(CCC1=O)CC(=O)N